N-(4,5-dichloro-2,2-dimethyl-2,3-dihydrobenzo[b]furan-7-yl)-3-difluoromethyl-1-methyl-1H-pyrazole-4-carboxamide ClC1=C(C=C(C=2OC(CC21)(C)C)NC(=O)C=2C(=NN(C2)C)C(F)F)Cl